CCCCCCCCCCCCCCCCCCCCCCO N-docosanol